rac-(7S)-7-tert-butyl-N-[rac-(1R)-3-(4-hydroxy-1-piperidyl)-1-[3-(pyrrolidin-3-ylmethylcarbamoyl)phenyl]propyl]-5,6,7,8-tetrahydrothiazolo[5,4-b]quinoline-2-carboxamide C(C)(C)(C)[C@@H]1CC=2C=C3C(=NC2CC1)SC(=N3)C(=O)N[C@H](CCN3CCC(CC3)O)C3=CC(=CC=C3)C(NCC3CNCC3)=O |r|